N-(6-((2-fluorophenyl)amino)-1H-indazol-3-yl)-4-((1-methylpiperidin-4-yl)oxy)benzamide FC1=C(C=CC=C1)NC1=CC=C2C(=NNC2=C1)NC(C1=CC=C(C=C1)OC1CCN(CC1)C)=O